N-(2-(4-(4-cyclopropylpiperazine-1-yl)piperidine-1-yl)-5-((6-((R)-3-(4-fluorophenyl)-isoxazolidine-2-yl)pyrimidine-4-yl)amino)-4-methoxyphenyl)acrylamide C1(CC1)N1CCN(CC1)C1CCN(CC1)C1=C(C=C(C(=C1)OC)NC1=NC=NC(=C1)N1OCC[C@@H]1C1=CC=C(C=C1)F)NC(C=C)=O